C(C)(C)(C)N1C=NC(=C1F)C(=O)NC1=C(C=C(C(=C1)C=1C=C(C=2N(C1)C=CN2)N2CCOCC2)C)F 1-tert-butyl-5-fluoro-N-{2-fluoro-4-methyl-5-[8-(morpholin-4-yl)imidazo[1,2-a]pyridin-6-yl]phenyl}imidazole-4-carboxamide